undec-1-en-4-yl acetate C(C)(=O)OC(CC=C)CCCCCCC